N-(2,2-difluoroethyl)-6,7-difluoro-1-methyl-N-(3-((1-(trifluoromethyl)cyclopropyl)ethynyl)phenyl)-[1,2,4]triazolo[4,3-a]quinazolin-5-amine FC(CN(C1=NC=2N(C3=CC=C(C(=C13)F)F)C(=NN2)C)C2=CC(=CC=C2)C#CC2(CC2)C(F)(F)F)F